C(C)(C)(C)NC(C(=CC=1C=CC(=C(OCCC(=O)N[C@@H](CC2=CC=CC=C2)B(O)O)C1)F)C#N)=O (R)-(1-(3-(5-(3-(tert-butylamino)-2-cyano-3-oxoprop-1-en-1-yl)-2-fluorophenoxy)propanamido)-2-phenylethyl)boronic acid